methyl decanoate (decanoate) C(CCCCCCCCC)(=O)O.C(CCCCCCCCC)(=O)OC